(5-chloro-2-formylphenyl)-1,2-dimethyl-1H-pyrrole-3-carboxylic acid ethyl ester C(C)OC(=O)C1=C(N(C=C1C1=C(C=CC(=C1)Cl)C=O)C)C